4,5-dicarboxynaphthalene C(=O)(O)C1=CC=CC2=CC=CC(=C12)C(=O)O